C(=O)=C(C=O)CC 2-carbonyl-butyraldehyde